S(=S)(=O)(OCCCCCN1CN(CN(C1)CCCCCOS(=S)(=O)[O-])CCCCCOS(=S)(=O)[O-])[O-] ((1,3,5-triazinane-1,3,5-triyl) tris(pentane-5,1-diyl)) tris(thiosulfate)